8-[(2s,5r)-4-[(4-fluorophenyl)(3-methoxyphenyl)methyl]-2,5-dimethylpiperazin-1-yl]-5-methyl-6-oxo-5,6-dihydro-1,5-naphthyridine-2-carbonitrile FC1=CC=C(C=C1)C(N1C[C@@H](N(C[C@H]1C)C1=CC(N(C=2C=CC(=NC12)C#N)C)=O)C)C1=CC(=CC=C1)OC